NC1=C(C(N(C2=CC(=CC=C12)Br)C=1C=NC(=CC1C)Cl)=O)C(=O)OC methyl 4-amino-7-bromo-1-(6-chloro-4-methylpyridin-3-yl)-2-oxo-1,2-dihydroquinoline-3-carboxylate